BrN1CN(C(=C1Br)Br)CCOCCOC 3,4,5-tribromo-1-[2-(2-methoxyethoxy)ethyl]imidazole